CN1C(CCC2=CC(=CC=C12)OCCN1CCC2(CC1)C(NC1=CC=C(C=C12)C#N)=O)=O 1'-{2-[(1-methyl-2-oxo-1,2,3,4-tetrahydroquinolin-6-yl)oxy]ethyl}-2-oxo-1,2-dihydrospiro[indole-3,4'-piperidine]-5-carbonitrile